ClC=1C=C(N=C2C(=C(C(NC12)=O)[N+]1=CC=CC=C1)C1=C2C=NN(C2=C(C=C1)F)S(=O)(=O)C1=CC=C(C=C1)C)C 8-Chloro-4-[7-fluoro-1-(p-tolylsulfonyl)indazol-4-yl]-6-methyl-3-pyridin-1-ium-1-yl-1H-1,5-naphthyridin-2-one